3,4-dichlorophenylacetylene ClC=1C=C(C=CC1Cl)C#C